OC[C@H](C1=CC=CC=C1)NC1=CC(=NC=C1C1=N[C@@]2(CO1)CNCC2)NC2=CC=C1C(=N2)N(NC1=O)C 6-((4-(((S)-2-hydroxy-1-phenylethyl)amino)-5-((R)-3-oxa-1,7-diazaspiro[4.4]non-1-en-2-yl)pyridin-2-yl)amino)-1-methyl-1,2-dihydro-3H-pyrazolo[3,4-b]pyridin-3-one